(7S)-7-fluoro-5-oxa-2-azoniaspiro[3.4]octane F[C@@H]1COC2(C[NH2+]C2)C1